1-(((methylsulfonyl)oxy)methyl)-5-azaspiro[2.4]heptane-5-carboxylate CS(=O)(=O)OCC1CC12CN(CC2)C(=O)[O-]